(S)-N-(4-amino-3,4-dioxo-1-phenylbutan-2-yl)-2-fluoro-6-(trifluoromethyl)benzamide NC(C([C@H](CC1=CC=CC=C1)NC(C1=C(C=CC=C1C(F)(F)F)F)=O)=O)=O